1,6-dibromo-3,8-dicyclohexyl-pyrene tert-butyl-(R)-(1-(5-(3-carbamoyloxetan-3-yl)pyridin-2-yl)piperidin-3-yl)(cyclobutylmethyl)carbamate C(C)(C)(C)OC(N(CC1CCC1)[C@H]1CN(CCC1)C1=NC=C(C=C1)C1(COC1)C(N)=O)=O.BrC1=CC(=C2C=CC3=C(C=C(C4=CC=C1C2=C34)C3CCCCC3)Br)C3CCCCC3